tert-butyl 6-(2-((2-cyclopropyl-5-(methoxycarbonyl)phenyl)sulfonamido)-5-fluoro-4-(trifluoromethyl)phenyl)-3,4-dihydropyridine-1-carboxylate C1(CC1)C1=C(C=C(C=C1)C(=O)OC)S(=O)(=O)NC1=C(C=C(C(=C1)C(F)(F)F)F)C1=CCCCN1C(=O)OC(C)(C)C